((2R)-2-fluoro-5-(4-methoxyphenyl)tetrahydro-1H-pyrrolizin-7a(5H)-yl)methanol F[C@@H]1CC2(CCC(N2C1)C1=CC=C(C=C1)OC)CO